(Dimethyl pimelate) (Dimethyl pimelimidate) CC(CCC(O)=N)(CCC(O)=N)C.CC(CCC(=O)O)(CCC(=O)O)C